5-(2-((5-(4-(ethylamino)piperidin-1-yl)pyridin-2-yl)amino)-5-fluoropyrimidin-4-yl)-N,4-dimethylthiazol-2-amine C(C)NC1CCN(CC1)C=1C=CC(=NC1)NC1=NC=C(C(=N1)C1=C(N=C(S1)NC)C)F